C(C)(C)(C)OC(=O)N[C@H](C)C(=O)NC(C)C N2-(tert-butoxycarbonyl)-N-propan-2-yl-D-alaninamide